C(C)S(=O)(=O)N=C1CC(=CC=C1C1=NC2=C(C=NC(=C2)C(F)(F)F)N1C)C1(CC1)C#N 1-[3-(ethylsulfonylimino)-4-[3-methyl-6-(trifluoromethyl)imidazo[4,5-c]pyridin-2-yl]phenyl]cyclopropanecarbonitrile